BrCC1=CC=C(C=C1)C1(N=N1)C(F)(F)F 3-[4-(bromomethyl)phenyl]-3-(trifluoromethyl)-diazirine